ClC1=C(C=CC(=C1)Cl)[Sn](C)(C)C (2,4-dichlorophenyl)trimethylstannane